FC1=CC=2N=C(N3C[C@H]4OCCCN(C([C@H]5NC[C@@H](NC6=CC=CC(C(=C1)C23)=N6)C5)=O)C4)C (8S,11S,18R)-25-fluoro-21-methyl-17-oxa-7,10,13,20,22,30-hexazahexacyclo[18.6.1.12,6.18,11.113,18.023,27]triaconta-1(26),2(30),3,5,21,23(27),24-heptaen-12-one